5-((7-(4-Chlorobenzyl)-7H-pyrrolo[2,3-d]pyrimidin-4-yl)amino)-1,3-dihydro-2H-benzo[d]imidazol-2-one ClC1=CC=C(CN2C=CC3=C2N=CN=C3NC3=CC2=C(NC(N2)=O)C=C3)C=C1